N-(4-piperidinyl)pyrazole-4-boronic acid pinacol ester N1CCC(CC1)N1N=CC(=C1)B1OC(C)(C)C(C)(C)O1